NC1=NC(=CC(=C1C#N)C1CCNCC1)C1=C(C=CC=C1O)OCC1CC1 2-amino-6-[2-(cyclopropylmethoxy)-6-hydroxyphenyl]-4-piperidin-4-ylpyridine-3-carbonitrile